racemic-tert-butyl (1S,2R,3R,5R)-3-([5-[4-(2,5-dihydrofuran-3-yl)-2-(methoxymethoxy) phenyl]pyrazin-2-yl](methyl)amino)-2-fluoro-8-azabicyclo[3.2.1]octane-8-carboxylate O1CC(=CC1)C1=CC(=C(C=C1)C=1N=CC(=NC1)N([C@H]1[C@H]([C@@H]2CC[C@H](C1)N2C(=O)OC(C)(C)C)F)C)OCOC |r|